2-((6-(2-acryloyl-2,6-diazaspiro[3.4]octan-6-yl)-5-cyanopyrimidin-4-yl)oxy)benzamide C(C=C)(=O)N1CC2(C1)CN(CC2)C2=C(C(=NC=N2)OC2=C(C(=O)N)C=CC=C2)C#N